rac-N-ethyl-3-[4-(4-fluoro-3-methyl-phenyl)sulfonylmorpholin-2-yl]benzothiophene-2-carboxamide C(C)NC(=O)C=1SC2=C(C1[C@@H]1CN(CCO1)S(=O)(=O)C1=CC(=C(C=C1)F)C)C=CC=C2 |r|